3-(tert-butyl)-N-((R)-2-(2-((R)-spiro[2.2]pentane-1-carboxamido)pyridin-4-yl)-6,7,8,9-tetrahydro-5H-benzo[7]annulen-5-yl)-1,2,4-oxadiazole-5-carboxamide C(C)(C)(C)C1=NOC(=N1)C(=O)N[C@@H]1CCCCC2=C1C=CC(=C2)C2=CC(=NC=C2)NC(=O)[C@@H]2CC21CC1